6,7-dichloro-2-(5-(1-fluoro-2-methoxyethyl)-1H-1,2,4-triazol-3-yl)-3-(1H-pyrazol-4-yl)-1H-indole ClC1=CC=C2C(=C(NC2=C1Cl)C1=NNC(=N1)C(COC)F)C=1C=NNC1